6-methoxy-4-(1-methylvinyl)-1-methylcyclohexene COC1CC(CC=C1C)C(=C)C